C(C)OC(CCC(=O)C1=NC(=CC(=C1O)Br)C1=CC=C(C=C1)Cl)=O 4-[4-Bromo-6-(4-chloro-phenyl)-3-hydroxy-pyridin-2-yl]-4-oxo-butyric acid ethyl ester